FC(C1(CC1)CCOC1=NN(C=C1)C1=CC=C(C(=N1)N1C(C[C@@H](C1)C)(C)C)C(=O)NS(=O)(=O)C1=C(C=CC=C1)[Ge](C)(C)C)(F)F 6-[3-[2-[1-(Trifluoromethyl)Cyclopropyl]Ethoxy]Pyrazol-1-yl]-N-(2-trimethylgermylphenyl)Sulfonyl-2-[(4S)-2,2,4-trimethylpyrrolidin-1-yl]Pyridine-3-Carboxamide